NC1=CC2=C(OC(C(N2CC#C)=O)(C)C)C=C1F 6-amino-7-fluoro-2,2-dimethyl-4-(prop-2-yn-1-yl)-2H-benzo[b][1,4]oxazin-3(4H)-one